FC1=C(C(=C(C=C1OC)OC)F)N1C(N(C2=C(C1)C=NC1=C2C=C(N1)CN1C[C@H](CC1)C#N)C)=O (3S)-1-{[3-(2,6-difluoro-3,5-dimethoxyphenyl)-1-methyl-2-oxo-2,3,4,7-tetrahydro-1H-pyrrolo[3',2':5,6]pyrido[4,3-d]pyrimidin-8-yl]methyl}pyrrolidine-3-carbonitrile